methyl 3-(3-(2,5-difluoro-4-methyl-3-(6-methylimidazo[1,2-a]pyridine-3-carboxamido)phenyl)-1,2,4-oxadiazol-5-yl)azetidine-1-carboxylate FC1=C(C=C(C(=C1NC(=O)C1=CN=C2N1C=C(C=C2)C)C)F)C2=NOC(=N2)C2CN(C2)C(=O)OC